C1(CC\C=C/CCC1)O (Z)-Cyclooct-4-enol